4,5-dihydro-4,5-dihydroxyphthalate OC1C=C(C(C(=O)[O-])=CC1O)C(=O)[O-]